[OH-].[NH4+].C(CCCCCCCCCCC)C(COCCOCCO)O lauryltriethyleneglycol ammonium hydroxide